3-fluoro-2-(methylsulfonyl)benzoic acid FC=1C(=C(C(=O)O)C=CC1)S(=O)(=O)C